4-amino-N'-(cyclopropanecarbonyl)-N-(2-fluoro-4-(trifluoromethyl)benzyl)-N',1-dimethyl-1H-pyrazolo[4,3-c]quinoline-8-carbohydrazide NC1=NC=2C=CC(=CC2C2=C1C=NN2C)C(=O)N(N(C)C(=O)C2CC2)CC2=C(C=C(C=C2)C(F)(F)F)F